6-chloro-N-[2-(2,4-dimethylphenyl)-2,2-difluoro-ethyl]-5-iodo-3-[3-(trifluoromethyl)phenoxy]pyridazine-4-carboxamide ClC1=C(C(=C(N=N1)OC1=CC(=CC=C1)C(F)(F)F)C(=O)NCC(F)(F)C1=C(C=C(C=C1)C)C)I